C1(CC1)NC(=O)C1=C(C=C(C=C1F)C1=C(C=2C(=NC=C3C2N(C(N3C)=O)[C@H]3C[C@@H](CC3)NC(OC)=O)N1)C1=CC(=CC=C1)F)F methyl ((1R,3R)-3-(7-(4-(cyclopropylcarbamoyl)-3,5-difluorophenyl)-8-(3-fluorophenyl)-3-methyl-2-oxo-3,6-dihydroimidazo[4,5-d]pyrrolo[2,3-b]pyridin-1(2H)-yl)cyclopentyl)carbamate